C(C)C(C(C(=O)[O-])(S(=O)(=O)O)CCCCCC)(C(=O)[O-])CC Diethylhexylsulfosuccinat